C(O[C@H]1C[C@H](CC1)C1=NN(C(=C1)NC1=CC(=NC=C1)C(C)OCCCN)C(C)(C)C)(OC1=CC=C(C=C1)[N+](=O)[O-])=O (1R,3S)-3-(5-((2-(1-(3-aminopropoxy)ethyl)pyridin-4-yl)amino)-1-(tert-butyl)-1H-pyrazol-3-yl)cyclopentyl (4-nitrophenyl) carbonate